CC1(CC1)CNC1COC2=C1C=CC(=C2)C(F)(F)F N-((1-methylcyclopropyl)methyl)-6-(trifluoromethyl)-2,3-dihydrobenzofuran-3-amine